C(CCCCCCCCCCCCCCCC)(=O)OC[C@@H](OC(CCCCCCCCCCCCCCCC)=O)CO 1,2-di-heptadecanoyl-SN-glycerol